(7S)-2-Benzyl-7-methyl-3H,6H,7H,8H,9H-imidazo[4,5-f]chinolin C(C1=CC=CC=C1)C=1NC=2C(=C3CC[C@@H](NC3=CC2)C)N1